6-Methyl-4-(((1-((6-(trifluoromethyl)pyridin-3-yl)methyl)-1H-pyrazol-4-yl)methyl)amino)-7,8-Dihydro-3,5,6,9a-tetraazabenzo[cd]azulene-9(6H)-one CN1C=2C3=C(C=CN3C(CC1)=O)N=C(N2)NCC=2C=NN(C2)CC=2C=NC(=CC2)C(F)(F)F